C1C=2N(C3C4(CCCN1C3)CC=NO4)C=C(CC2)C(=O)N 1',4',5',11'-tetrahydro-3'H,4H,7'H-spiro[isoxazole-5,6'-[2,7]methanopyrido[1,2-a][1,4]diazonine]-10'-carboxamide